COC1=C(C(=CC(=C1P(C1CCCCC1)C1CCCCC1)C1=C(C=C(C=C1C(C)C)C1=C(C=CC=C1)OC)C(C)C)C1=C(C=C(C=C1C(C)C)C1=C(C=CC=C1)OC)C(C)C)P(C1CCCCC1)C1CCCCC1 1-methoxy-3,5-bis[2,6-diisopropyl-4-(2-methoxyphenyl)phenyl]-2,6-bis(dicyclohexylphosphino)-benzene